C(N)(OC(=O)OC(C)(C)C)=O boc carbamate